ClC1=C(C=CC(=C1)Cl)C(CN)F 2-(2,4-dichlorophenyl)-2-fluoroethane-1-amine